CS(=O)(=O)N1C(N(C=C1)S(=O)(=O)C)=NN=NC1=CC=C(C(=O)N)C=C1 4-((1,3-bis(methylsulfonyl)-1,3-dihydro-2H-imidazol-2-ylidene)triaz-1-en-yl)benzamide